(R)-3-Benzyl-6-chloro-9-(methylsulfonyl)-4-oxo-2,3,4,9-tetrahydro-1H-carbazole-3-carbonitrile C(C1=CC=CC=C1)[C@]1(CCC=2N(C3=CC=C(C=C3C2C1=O)Cl)S(=O)(=O)C)C#N